Ethyl-L-arginin C(C)N[C@@H](CCCNC(N)=N)C(=O)O